6-BUTOXY-N-(4-(TRIFLUOROMETHOXY)PHENYL)-2-(TRIFLUOROMETHYL)-1H-IMIDAZO[4,5-B]PYRAZIN-5-AMINE C(CCC)OC1=C(N=C2C(=N1)NC(=N2)C(F)(F)F)NC2=CC=C(C=C2)OC(F)(F)F